ClC1=CC=C(C(=N1)C(=O)O)N[C@H](C)C=1C=C(C=C2C(C(=C(OC12)C=1NC(C=CC1)=O)C)=O)C 6-Chloro-3-[[(1R)-1-[3,6-dimethyl-4-oxo-2-(6-oxo-1H-pyridin-2-yl)chromen-8-yl]ethyl]amino]pyridine-2-carboxylic acid